ClC1=C(C=CC=C1C1=C2C=CN(C2=CC=C1)C1=CC(=C(C(=C1)OC)C=O)OC)C1=NC(=C(C=O)C=C1)OC 6-(2-chloro-3-(1-(4-formyl-3,5-dimethoxyphenyl)-1H-indol-4-yl)phenyl)-2-methoxynicotinaldehyde